BrC=1C=CC(=C(C1)NS(=O)(=O)C1=CC=C(C=C1)C)C#CC1=CC=CC=C1 N-(5-bromo-2-(phenylethynyl)phenyl)-4-methylbenzenesulfonamide